(1S,4S)-4-(8-((3-chlorophenyl)amino)-2-((1-methylcyclopentyl)amino)-9H-purin-9-yl)cyclohexane-1-carboxamide ClC=1C=C(C=CC1)NC=1N(C2=NC(=NC=C2N1)NC1(CCCC1)C)C1CCC(CC1)C(=O)N